OCC=1C=C2NC(C=3N(C2=CC1)N=CC3)=O 7-(hydroxymethyl)-5H-pyrazolo[1,5-a]quinoxalin-4-one